N'-((2,4,5,6-tetrahydro-1H-cyclobuta[f]inden-3-yl)carbamoyl)-2,3-dihydropyrazolo[5,1-b]oxazole-7-sulfonimidamide C1CC=2C1=CC=1CCCC1C2NC(=O)N=S(=O)(N)C=2C=NN1C2OCC1